C(C)N(CCCNC(=O)C1=CC2=C(C=N1)N1C(S2)=NC(=C1)C1=CC=C(C=C1)C(NC)=O)CC N-(3-(diethylamino)propyl)-2-(4-(methylcarbamoyl)phenyl)imidazo[2',1':2,3]thiazolo[4,5-c]pyridine-7-carboxamide